8-Amino-3-ethyl-1,3,4,5-tetrahydro-2H-benzo[d]azepin-2-one NC=1C=CC2=C(CC(N(CC2)CC)=O)C1